1-[2-{(2E)-2-[(3-methylphenyl)methylidene]hydrazinyl}-4-(morpholin-4-yl)-5,7-dihydro-6H-pyrrolo[3,4-d]pyrimidin-6-yl]but-2-yn-1-one CC=1C=C(C=CC1)\C=N\NC=1N=C(C2=C(N1)CN(C2)C(C#CC)=O)N2CCOCC2